ClC=1C(=NC=CC1NC=1C=C(C(=O)NC2=CC(=CC=C2)OC2=CC=NC=C2)C=CC1)C 3-((3-chloro-2-methylpyridin-4-yl)amino)-N-(3-(pyridin-4-yloxy)phenyl)benzamide